4-(4-((1R,5S)-3,8-diazabicyclo[3.2.1]octan-3-yl)-8-fluoro-2-(((S)-1-methylpiperidin-2-yl)methoxy)pyrido[4,3-d]pyrimidin-7-yl)-5-ethynyl-6-fluoronaphthalen-2-ol [C@H]12CN(C[C@H](CC1)N2)C=2C1=C(N=C(N2)OC[C@H]2N(CCCC2)C)C(=C(N=C1)C1=CC(=CC2=CC=C(C(=C12)C#C)F)O)F